CN1C(N(C=C1)C)CCC 1,3-dimethylimidazolylpropane